C(C)(C)(C)C1CC(N(C1)C(=O)OC(C)(C)C)C(=O)OC rac-1-tert-butyl 2-methyl 4-tert-butylpyrrolidine-1,2-dicarboxylate